C1(CCC1)[C@H](C(=O)NC1(CC1)C1=CC=C(C(=O)OC)C=C1)O Methyl (R)-4-(1-(2-cyclobutyl-2-hydroxyacetamido)cyclopropyl)benzoate